ClC=1C(NN=CC1)=O 4-chloro-2,3-dihydropyridazin-3-one